N1(N=CC=C1)C1=CC=C(C=C1)C1=NOC(=N1)C(F)(F)F (4-(1H-pyrazol-1-yl)phenyl)-5-(trifluoromethyl)-1,2,4-oxadiazole